BrC(C(=O)OC)CCCBr methyl 2,5-dibromovalerate